S1C=NC2=C1C(=CC=C2)[C@@H](C=2N=NN(C2)C2CCN(CC2)C(C)(C)C)NC=2C=C1C(=C(C=NC1=C(C2)Cl)C#N)NC2=CC(=C(C=C2)F)Cl (S)-6-((benzo[d]thiazol-7-yl(1-(1-(tert-butyl)piperidin-4-yl)-1H-1,2,3-triazol-4-yl)methyl)amino)-8-chloro-4-((3-chloro-4-fluorophenyl)amino)quinoline-3-carbonitrile